ClC1=NC(=CC(=N1)Cl)C1=C(C=CC=C1C)C 2,4-dichloro-6-(2,6-dimethylphenyl)pyrimidine